(3R)-ethyl 4-cyano-3-hydroxybutyrate C(#N)C[C@H](CC(=O)OCC)O